(S)-(4-(difluoromethyl)oxazol-5-yl)(4-(7-ethoxypyrazolo[1,5-a]pyridin-2-yl)-6,7-dihydro-1H-imidazo[4,5-c]pyridin-5(4H)-yl)methanone FC(C=1N=COC1C(=O)N1[C@@H](C2=C(CC1)NC=N2)C2=NN1C(C=CC=C1OCC)=C2)F